(3-bromo-1-methyl-1H-indazol-6-yl)(4-(1-(3-fluorobenzyl)-1H-benzo[d]imidazol-2-yl)piperidin-1-yl)methanone BrC1=NN(C2=CC(=CC=C12)C(=O)N1CCC(CC1)C1=NC2=C(N1CC1=CC(=CC=C1)F)C=CC=C2)C